methyl-5-fluoro-2-((3-fluoro-2-formyl-4-(trifluoromethoxy)phenyl)amino)-4-(trifluoromethyl)-benzoic acid methyl ester COC(C1=C(C(=C(C(=C1)F)C(F)(F)F)C)NC1=C(C(=C(C=C1)OC(F)(F)F)F)C=O)=O